2-hydroxy-benzoic acid (3Z)-3-hexen-1-yl ester C(C\C=C/CC)OC(C1=C(C=CC=C1)O)=O